3,3-dimethylmorpholine-4-carbonyl chloride CC1(N(CCOC1)C(=O)Cl)C